1,2,5,6,9,10-hexabromocyclododecane tert-Butyl-6-(methoxy(methyl)carbamoyl)-2-azaspiro[3.3]heptane-2-carboxylate C(C)(C)(C)OC(=O)N1CC2(C1)CC(C2)C(N(C)OC)=O.BrC2C(CCC(C(CCC(C(CC2)Br)Br)Br)Br)Br